NCC1=NNC(C2=C(C=C(C=C12)C=1C=NN(C1C1=C(C#N)C(=CC(=C1F)Cl)OC1CC1)C)C#C)=O 2-(4-(4-(aminomethyl)-8-ethynyl-1-oxo-1,2-dihydrophthalazin-6-yl)-1-methyl-1H-pyrazole-5-yl)-4-chloro-6-cyclopropoxy-3-fluorobenzonitrile